OC1=C(C(=O)C2=CC=C(C=C2)OCCCCCCCCC)C=CC(=C1)O 2,4-Dihydroxy-4'-n-nonyloxy-benzophenone